CNC(C1=CC(=CC=C1)C1=CN=C2N1N=C(C(=C2)C=2C=NN(C2)C)O[C@H]2COCC2)=O (R)-N-Methyl-3-(7-(1-methyl-1H-pyrazol-4-yl)-6-((tetrahydrofuran-3-yl)oxy)imidazo[1,2-b]pyridazin-3-yl)benzamide